CN(C=1C=C2C=CC(=CC2=CC1)C=O)C 6-(dimethylamino)naphthalene-2-carbaldehyde